(1R,3R)-3-[(1E)-3-methoxy-2-methyl-3-oxo-1-propenyl]-2,2-dimethylcyclopropanecarboxylic acid (1S)-2-methyl-4-oxo-3-(2Z)-2-pentenyl-2-cyclopenten-1-yl ester CC=1[C@H](CC(C1C\C=C/CC)=O)OC(=O)[C@H]1C([C@@H]1\C=C(\C(=O)OC)/C)(C)C